4-[2-(1-methylethoxy)ethyl-[4-(5,6,7,8-tetrahydro-1,8-naphthyridin-2-yl)butyl]amino]-2-[[4-(trifluoromethyl)benzoyl]amino]butanoic acid CC(C)OCCN(CCC(C(=O)O)NC(C1=CC=C(C=C1)C(F)(F)F)=O)CCCCC1=NC=2NCCCC2C=C1